SC1=NC2=CC=CC=C2C(N1)=O 2-sulfanyl-4(3H)-quinazolinone